4-bromo-5-methoxyphthalic acid BrC=1C=C(C(C(=O)O)=CC1OC)C(=O)O